N1CC(C1)C(=O)C1=CC=C(C=C1)Br 3-azetidinyl-(4-bromophenyl)-methanone